N=1NC(N2C1C=CC=C2)=O [1,2,4]triazolo[4,3-a]pyridin-3(2H)-one